N-[(1S)-2-[[(1S)-2-amino-2-oxo-1-[[(3S)-2-oxo-3-piperidyl]methyl]ethyl]amino]-1-(cyclopropylmethyl)-2-oxo-ethyl]-1H-pyrrolo[3,2-c]pyridine-2-carboxamide NC([C@H](C[C@H]1C(NCCC1)=O)NC([C@H](CC1CC1)NC(=O)C1=CC=2C=NC=CC2N1)=O)=O